CO[C@H]1[C@@H](CNC1)NC(OC(C)(C)C)=O tert-butyl N-[(3R,4R)-4-methoxypyrrolidin-3-yl]carbamate